ClC=1C=C(OC2CCC(CC2)NC(C2=CC=C(C=C2)N2CCC(CC2)N2C=CC3=C(C=CC=C23)N2C(NC(CC2)=O)=O)=O)C=CC1C#N N-((1r,4r)-4-(3-Chloro-4-cyanophenoxy)cyclohexyl)-4-(4-(4-(2,4-dioxotetrahydropyrimidin-1(2H)-yl)-1H-indol-1-yl)piperidin-1-yl)benzamide